1-(4-(6-(2-(4-(difluoromethoxy)pyridin-2-yl)acetamido)pyridazin-3-yl)-2-fluorobutyl)-N-methyl-1,2,3-triazole-4-carboxamide FC(OC1=CC(=NC=C1)CC(=O)NC1=CC=C(N=N1)CCC(CN1N=NC(=C1)C(=O)NC)F)F